Cl.COCC1(CCNCC1)C[O-] [4-(methoxymethyl)piperidin-4-yl]methanolate hydrochloride